NC1=NN2C(N=C(C=C2)C=2C=C3CN(C(C3=C(C2)C(C)(C)O)=O)[C@@H](C)C2CC2)=C1C(=O)NC1CC1 2-amino-N-cyclopropyl-5-{2-[(1S)-1-cyclopropylethyl]-7-(2-hydroxypropan-2-yl)-1-oxo-2,3-dihydro-1H-isoindol-5-yl}pyrazolo[1,5-a]pyrimidine-3-carboxamide